vinylbenzylazide C(=C)C(C1=CC=CC=C1)N=[N+]=[N-]